COC(=O)C1=C(C=C(C=C1)C1CCN(CC1)C(=O)OC(C)(C)C)C(F)(F)F tert-butyl 4-(4-(methoxycarbonyl)-3-(trifluoromethyl)phenyl)piperidine-1-carboxylate